3-((2S,3S)-3-(fluoromethyl)-2-methylazetidin-1-carbonyl)-2-(3-methylpyrazin-2-yl)-5-((E)-non-1-en-1-yl)pyrazolo[1,5-a]pyrimidin-7(4H)-one FC[C@@H]1[C@@H](N(C1)C(=O)C=1C(=NN2C1NC(=CC2=O)\C=C\CCCCCCC)C2=NC=CN=C2C)C